(1-imidazolyl)acetamide N1(C=NC=C1)CC(=O)N